3-amino-4,7-dichloronaphthalene-2-carboxylic acid NC=1C(=CC2=CC(=CC=C2C1Cl)Cl)C(=O)O